(R)-2-amino-3-(4-morpholinylphenyl)propionic acid N[C@@H](C(=O)O)CC1=CC=C(C=C1)N1CCOCC1